ClC1=CC=C(C=C1)C=1N=C2C(=NC1)N=C(S2)NC(=O)C=2C=NC(=CC2C2=C(C=CC(=C2)C#N)OC)C N-(6-(4-chlorophenyl)thiazolo[4,5-b]pyrazin-2-yl)-4-(5-cyano-2-methoxyphenyl)-6-methylpyridine-3-carboxamide